3-(6-chloro-4-ethyl-1H-imidazo[4,5-c]pyridin-2-yl)-5-(6-cyclopropyl-4-methoxypyridin-3-yl)-1,6-naphthyridin-2(1H)-one adipate salt C(CCCCC(=O)O)(=O)O.ClC1=CC2=C(C(=N1)CC)N=C(N2)C=2C(NC1=CC=NC(=C1C2)C=2C=NC(=CC2OC)C2CC2)=O